[Si](C)(C)(C(C)(C)C)OC1=C(C=C2C3=C(C(OC2=C1)(C)C)C=C(C(=C3)C)NC)C 3-((tert-butyldimethylsilyl)oxy)-N,2,6,6,9-pentamethyl-6H-benzo[c]chromen-8-amine